O1N=CC2=C1C=C(C=C2)N2C(NC(CC2)=O)=O 1-(Benzo[d]isoxazol-6-yl)dihydropyrimidine-2,4(1H,3H)-dione